FC1(CC=2C(=C3N(C2CC1)C=CC(=C3)F)C(=O)NC3CC1COCC(C3)N1C(=O)OC(C)(C)C)F tert-butyl 7-{2,2,8-trifluoro-1H,3H,4H-pyrido[1,2-a]indole-10-amido}-3-oxa-9-azabicyclo[3.3.1]nonane-9-carboxylate